CC1=C(C=CC=C1C)C=1C(=CNC1)C#N 4-(2,3-dimethylphenyl)-1H-pyrrole-3-carbonitrile